ClC1=CC2=C(N(C(N=C2N2[C@H](CN([C@@H](C2)C)C(C=C)=O)C)=O)C2=C(C=CC=C2)P(=O)(C)C)N=C1C1=C(C=CC=C1)F 6-Chloro-1-(2-dimethylphosphoryl-phenyl)-4-[(2S,5R)-2,5-dimethyl-4-prop-2-enoyl-piperazin-1-yl]-7-(2-fluoro-phenyl)pyrido[2,3-d]pyrimidin-2-one